ClC1=CC(=C(C=C1)C1=CN(C=2N=CN=C(C21)N)CC=2N=NN(C2)C2=C(C=CC=C2)F)OC 5-(4-chloro-2-methoxyphenyl)-7-{[1-(2-fluorophenyl)-1H-1,2,3-triazol-4-yl]methyl}-7H-pyrrolo[2,3-d]pyrimidin-4-amine